2-(4-(Trifluoromethoxy)phenyl)imidazo[1,2-a]pyrimidine FC(OC1=CC=C(C=C1)C=1N=C2N(C=CC=N2)C1)(F)F